3-(2-((E)-3,3-dimethyl-5-sulfonato-1-(4-sulfonatobutyl)indolin-2-ylidene)ethylidene)cyclohex-1-en CC1(/C(/N(C2=CC=C(C=C12)S(=O)(=O)[O-])CCCCS(=O)(=O)[O-])=C\C=C1C=CCCC1)C